ClC=1C=C(C=C2C(=C(C=NC12)C#N)NC1CCCCC1)N[C@H](C=1N=NN(C1)C1(CC1)C(F)(F)F)C=1C(=NC(=CC1)F)C (S)-8-chloro-4-(cyclohexylamino)-6-(((6-fluoro-2-methylpyridin-3-yl)(1-(1-(trifluoromethyl)cyclopropyl)-1H-1,2,3-triazol-4-yl)methyl)amino)quinoline-3-carbonitrile